5-(4-bromobutoxy)-1,1a,3,7b-tetrahydro-2H-cyclopropa[c]quinolin-2-one BrCCCCOC=1C=CC=2C3C(C(NC2C1)=O)C3